CC=1C(=C2C=CNC2=C(C1)C)O[C@H]1[C@H](CN(CC1)C)C1=CC=C(C(=O)O)C=C1 4-((3S,4R)-4-((5,7-dimethyl-1H-indol-4-yl)oxy)-1-methylpiperidin-3-yl)benzoic acid